(1R,4R,6S,7R)-7-Bromo-2-(4-methoxybenzyl)-3-oxo-2-azabicyclo[2.2.1]heptan-6-yl acetate C(C)(=O)O[C@H]1C[C@@H]2C(N([C@H]1[C@@H]2Br)CC2=CC=C(C=C2)OC)=O